ClCCN1C2(CN(C2)C(=O)OC(C)(C)C)CCC1 tert-butyl 5-(2-chloroethyl)-2,5-diazaspiro[3.4]octane-2-carboxylate